methyl 2-((S)-1-((S)-4-(6-((4-cyano-2-fluorobenzyl) oxy) pyridin-2-yl)-2-methylpiperazin-1-yl) ethyl)-1-(((S)-oxetan-2-yl) methyl)-1H-benzo[d]imidazole-6-carboxylate C(#N)C1=CC(=C(COC2=CC=CC(=N2)N2C[C@@H](N(CC2)[C@@H](C)C2=NC3=C(N2C[C@H]2OCC2)C=C(C=C3)C(=O)OC)C)C=C1)F